1-(6-(4-isopropyl-4H-1,2,4-triazol-3-yl)pyridin-2-yl)-3-(4-morpholinophenyl)imidazolidin-2-one C(C)(C)N1C(=NN=C1)C1=CC=CC(=N1)N1C(N(CC1)C1=CC=C(C=C1)N1CCOCC1)=O